CN(CCCCC(CCCCCCCCCCCCCC\C=C/CCCCCCCC(=O)O)(CCCCCCCCCCCCCC\C=C/CCCCCCCC(=O)O)O)C.NC1=C(C=C(C=C1)Cl)C(C)=O 1-(2-amino-5-chlorophenyl)ethanone 7-(4-(dimethylamino)butyl)-7-hydroxytridecane-1,13-diyl-dioleate